CC1=C(C=C(C=N1)NC(=O)C1=NOC2=C1COCC2)C=2C=NC1=CC(=NC=C1C2)NC N-(6-methyl-5-(7-(methylamino)-1,6-naphthyridin-3-yl)pyridin-3-yl)-6,7-dihydro-4H-pyrano[3,4-d]isoxazole-3-carboxamide